Cl.N1CC(C1)CS(=O)(=O)F azetidin-3-ylmethanesulfonyl fluoride hydrochloride